CC=1C=C(C=C(C1)C)NC=1C=C(C=2N(N1)C(=CN2)C(=O)N)NC 6-((3,5-dimethylphenyl)amino)-8-(methylamino)imidazo[1,2-b]pyridazine-3-carboxamide